O[C@@H](C(=O)O)CNC(=O)C1=NC=C(C=C1O)C1=CC2=CC=CC=C2C=C1 (R)-2-hydroxy-3-(3-hydroxy-5-(naphthalen-2-yl)pyridinamido)propionic acid